2-(3,4-difluoro-5-isopropyl-2-methoxyphenyl)-2-((R)-3-(methyl(5-(5,6,7,8-tetrahydro-1,8-naphthyridin-2-yl)pentyl)amino)pyrrolidin-1-yl)acetic acid FC=1C(=C(C=C(C1F)C(C)C)C(C(=O)O)N1C[C@@H](CC1)N(CCCCCC1=NC=2NCCCC2C=C1)C)OC